4-(2-hydroxy-2-methylpropionyl)alpha-methyl-styrene OC(C(=O)C1=CC=C(C(=C)C)C=C1)(C)C